[N+](=O)([O-])C=1C=C(C=CC1)C1=C(C(NC(N1)=S)=O)CCC 6-(m-nitrophenyl)-5-n-propyl-2-thiouracil